Tetramethylbicyclo[2.2.1]heptan CC1C(C2C(C(C1C2)C)C)C